C1(CCCCC1)N1N=CC=C1CN(C1=CC(=NO1)C=1C=CC(=C(C1)O)F)C 5-(5-(((1-Cyclohexyl-1H-pyrazol-5-yl)methyl)(methyl)amino)isoxazol-3-yl)-2-fluorophenol